methyl (1R,2S,5S)-3-[(2S)-2-(tert-butoxycarbonylamino)-3-hydroxy-3-methyl-butanoyl]-6,6-dimethyl-3-azabicyclo[3.1.0]hexane-2-carboxylate C(C)(C)(C)OC(=O)N[C@H](C(=O)N1[C@@H]([C@H]2C([C@H]2C1)(C)C)C(=O)OC)C(C)(C)O